3,7-bis(dimethylamino)phenothiazinium chloride [Cl-].CN(C=1C=CC=2[NH2+]C3=CC=C(C=C3SC2C1)N(C)C)C